3-((5-(benzyl(methyl)amino)pyrazolo[1,5-a]pyrimidin-6-yl)oxy)-2-methylbutan-2-ol C(C1=CC=CC=C1)N(C1=NC=2N(C=C1OC(C(C)(O)C)C)N=CC2)C